N[C@@H]1CC=CC[C@H]1C1=C(C=2N=C(N=C(C2N1C(F)F)NCC1=CC=CC=C1)Cl)I 6-((1r,6r)-6-aminocyclohex-3-en-1-yl)-N-benzyl-2-chloro-5-(difluoromethyl)-7-iodo-5H-pyrrolo[3,2-d]pyrimidin-4-amine